N1(CCOCC1)C=1C2=C(N=CN1)NC(=C2)C2=CC=C(C=C2)NC(=O)C2=NC=CC(=C2)CN2C[C@H](CCC2)NC(C=C)=O N-[4-[4-(4-morpholinyl)-7H-pyrrolo[2,3-d]pyrimidin-6-yl]phenyl]-4-[[3(S)-[(1-oxo-2-propen-1-yl)amino]-1-piperidinyl]methyl]-2-pyridinecarboxamide